(R,6R)-N'-(((R)-2-fluoro-1,2,3,5,6,7-hexahydro-s-indacen-4-yl)carbamoyl)-6-methyl-6,7-dihydro-5H-pyrazolo[5,1-b][1,3]oxazine-3-sulfonimidamide F[C@@H]1CC2=CC=3CCCC3C(=C2C1)NC(=O)N=[S@](=O)(N)C=1C=NN2C1OC[C@@H](C2)C